FC=1C(=NC=CN1)C1=CC=CC=C1 fluorophenylpyrazine